(S)-7-(2-amino-6-fluoro-5-(3-(pyrrolidin-2-yl)-4-(tetrahydro-2H-pyran-4-yl)phenyl)pyridin-3-yl)-2-methylquinazolin-4(3H)-one NC1=NC(=C(C=C1C1=CC=C2C(NC(=NC2=C1)C)=O)C1=CC(=C(C=C1)C1CCOCC1)[C@H]1NCCC1)F